N-[2-[4-[azetidin-3-yl-(methyl)amino]cyclohexyl]-6-isopropoxy-1-oxo-isoindolin-5-yl]pyrazolo[1,5-a]pyrimidine-3-carboxamide N1CC(C1)N(C1CCC(CC1)N1C(C2=CC(=C(C=C2C1)NC(=O)C=1C=NN2C1N=CC=C2)OC(C)C)=O)C